(S)-2-((3-(1-(4-benzyl-phenyl)-2-oxo-1,2-dihydro-3H-imidazo[4,5-b]pyridin-3-yl)pyrrolidin-1-yl)methyl)-1-methyl-1H-imidazole-5-carboxylic acid C(C1=CC=CC=C1)C1=CC=C(C=C1)N1C(N(C2=NC=CC=C21)[C@@H]2CN(CC2)CC=2N(C(=CN2)C(=O)O)C)=O